(5-chloro-2-(4-chloro-1H-1,2,3-triazol-1-yl)phenyl)acetaldehyde ClC=1C=CC(=C(C1)CC=O)N1N=NC(=C1)Cl